2-Amino-7-fluoro-4-(5-fluoro-3-((R)-3-(4-hydroxy-4-methylpiperidin-1-yl)pyrrolidin-1-yl)-7,9-dihydrofuro[3,4-f]quinazolin-6-yl)thieno[3,2-c]pyridine-3-carbonitrile NC1=C(C=2C(=NC=C(C2S1)F)C=1C2=C(C=3C=NC(=NC3C1F)N1C[C@@H](CC1)N1CCC(CC1)(C)O)COC2)C#N